COC(CC(CC(COC)NC(=O)OCC1=CC=CC=C1)=O)=O 5-(((benzyloxy)carbonyl)amino)-6-methoxy-3-oxohexanoic acid methyl ester